C(C)(C)(C)OC(=O)N[C@H](CCCOC1=NC=C(C(=C1)N(C(OC(C)(C)C)=O)C1=CC(=NN1C(C)(C)C)[C@@H]1C[C@@H](CC1)OC(=O)OC1=CC=C(C=C1)[N+](=O)[O-])F)C tert-butyl (2-(((S)-4-((tert-butoxycarbonyl)amino)pentyl)oxy)-5-fluoropyridin-4-yl)(1-(tert-butyl)-3-((1S,3R)-3-(((4-nitrophenoxy)carbonyl)oxy)cyclopentyl)-1H-pyrazol-5-yl)carbamate